(2,4,6-trifluoromethylphenyl)trifluorophosphonium FCC1=C(C(=CC(=C1)CF)CF)[P+](F)(F)F